6-(1H-imidazol-1-yl)-N-((1r,4r)-4-(2-methoxyethoxy)cyclohexyl)pyridinecarboxamide N1(C=NC=C1)C1=CC=CC(=N1)C(=O)NC1CCC(CC1)OCCOC